5-(3-(cyclopropylethynyl)-2-fluoro-6-hydroxy-4-methylphenyl)-1,2,5-thiadiazolidin-3-one 1,1-dioxide C1(CC1)C#CC=1C(=C(C(=CC1C)O)N1CC(NS1(=O)=O)=O)F